C(C)(C)C1=CC(CCC1)=C 1-isopropyl-3-methylenecyclohex-1-ene